7-nitro-1H-indole-3-carbonitrile [N+](=O)([O-])C=1C=CC=C2C(=CNC12)C#N